5,5-dimethyl-4,5-dihydroisoxazol-3-one CC1(CC(NO1)=O)C